(4aS,4S,5aR,12aS)-4,7-bis(dimethylamino)-9-{[(2,2-dimethylpropyl)amino]methyl}-3,10,12,12a-tetrahydroxy-1,11-dioxo-1,4,4a,5,5a,6,11,12a-octahydrotetracene-2-carboxamide CN([C@@H]1C(=C(C([C@]2(C(=C3C(C4=C(C(=CC(=C4C[C@H]3C[C@@H]12)N(C)C)CNCC(C)(C)C)O)=O)O)O)=O)C(=O)N)O)C